FC(CN1C(=NC=2C(=NC=CC21)C2=CC(=C(C=C2)C(=O)N2CCOCC2)OC)C(F)(F)F)F (4-(1-(2,2-difluoroethyl)-2-(trifluoromethyl)-1H-imidazo[4,5-c]pyridin-4-yl)-2-methoxyphenyl)(morpholin-4-yl)methanone